N-(3-(difluoromethyl)-1-(1-(2-(2,6-dioxopiperidin-3-yl)benzyl)piperidin-4-yl)-1H-pyrazol-4-yl)-5-morpholinopyrazolo[1,5-a]pyrimidine-3-carboxamide FC(C1=NN(C=C1NC(=O)C=1C=NN2C1N=C(C=C2)N2CCOCC2)C2CCN(CC2)CC2=C(C=CC=C2)C2C(NC(CC2)=O)=O)F